FC1=C(C=CC(=C1)OC1=CC(=NC=C1)NC1CCOCC1)NC1=C2C(=NC=N1)NN=C2C2CCN(CC2)C(C=C)=O 1-(4-(4-((2-fluoro-4-((2-((tetrahydro-2H-pyran-4-yl)amino)pyridin-4-yl)oxy)phenyl)amino)-1H-pyrazolo[3,4-d]pyrimidin-3-yl)piperidin-1-yl)prop-2-en-1-one